tert-butyl (((1r,4r)-4-((2-oxo-2,3-dihydro-1H-benzo[d]imidazol-1-yl)methyl)cyclohexyl)methyl)carbamate O=C1NC2=C(N1CC1CCC(CC1)CNC(OC(C)(C)C)=O)C=CC=C2